CN1C=C(C2=CC=CC=C12)C[C@]1(CCC=2N(C3=CC=CC=C3C2C1=O)S(=O)(=O)C)C#N (R)-3-((1-Methyl-1H-indole-3-yl)Methyl)-9-(methylsulfonyl)-4-oxo-2,3,4,9-tetrahydro-1H-carbazole-3-carbonitrile